FC=1C=C(C=CC1)N(C(=O)NC1=CC(=CC=C1)C(F)(F)F)CC1=CC=C(C=C1)C1=CC=C(C=C1)O 1-(3-fluorophenyl)-1-((4'-hydroxybiphenyl-4-yl)methyl)-3-(3-(trifluoromethyl)phenyl)urea